C1(CC1)COC1=C(C(=O)O)C(=CC(=C1C)OS(=O)(=O)C1=CC=C(C)C=C1)OS(=O)(=O)C1=CC=C(C)C=C1 2-(Cyclopropylmethoxy)-3-methyl-4,6-bis(tosyloxy)benzoic acid